OC=1C=C(C=C(C1)[N+](=O)[O-])B(O)O 3-HYDROXY-5-NITROPHENYLBORONIC ACID